S1SOC(\C=C/C(=O)O1)=O maleic acid dithioester